C(C1=CC=CC=C1)OC[C@@H]1CN(C=2N1N=C(C2C(=O)OCC)Br)CC2=CC(=CC=C2)C(F)(F)F (S)-ethyl 3-((benzyl oxy)methyl)-6-bromo-1-(3-(trifluoromethyl)benzyl)-2,3-dihydro-1H-imidazo[1,2-b]pyrazole-7-carboxylate